C(#N)C1=CC(=C(C(=O)NC=2C=C3C(=NNC3=CC2)C2=CN=CO2)C=C1)OC 4-cyano-2-methoxy-N-(3-(oxazol-5-yl)-1H-indazol-5-yl)benzamide